CON(C(=O)C1=CC(N(C=C1)COCC[Si](C)(C)C)=O)C N-Methoxy-N-methyl-2-oxo-1-((2-(trimethylsilyl)ethoxy)methyl)-1,2-dihydropyridine-4-carboxamide